5-[trans-3,4-dimethylpyrrolidin-1-yl]hexanoic acid C[C@@H]1CN(C[C@H]1C)C(CCCC(=O)O)C